(2-aminophenyl)(3-chloropyrazin-2-yl)methanone NC1=C(C=CC=C1)C(=O)C1=NC=CN=C1Cl